(6R,9S)- or (6S,9R)-4-(1-methyl-1H-pyrazol-4-yl)-6,7,8,9-tetrahydro-5H-6,9-epoxycyclohepta[b]pyridine-2-carboxamide CN1N=CC(=C1)C1=C2C(=NC(=C1)C(=O)N)[C@@H]1CC[C@H](C2)O1 |o1:15,18|